Cl.N1[C@H](CCC1)C(=O)NC1=CC=C(C=N1)C1=CC=C(C(=O)O)C=C1 4-[6-(D-prolylamino)pyridin-3-yl]benzoic acid, hydrochloride salt